C(#N)C[C@@H]1N(CCN(C1)C1=NC(=NC=2CN(CCCC21)C2=C(C(=CC=C2)F)C(F)(F)F)OC[C@H]2N(CCC2)C)C(=O)OCC2=CC=CC=C2 benzyl (2S)-2-(cyanomethyl)-4-[8-[3-fluoro-2-(trifluoromethyl)phenyl]-2-[[(2S)-1-methylpyrrolidin-2-yl]methoxy]-5,6,7,9-tetrahydropyrimido[4,5-c]azepin-4-yl]piperazine-1-carboxylate